C1(CC1)C(C#N)Br 1-cyclopropylbromomethanecarbonitrile